ClCC(=O)C1(C2(CCC(C1)C2(C)C)C)O chloroacetyl-borneol